IC1=CC(=C(C(=O)NC=2C=C3C4(CN(C3=CC2)C)CCC4)C=C1)N1CCC4(CC4)CC1 4-iodo-N-(1'-methylspiro[cyclobutane-1,3'-indoline]-5'-yl)-2-(6-azaspiro[2.5]octan-6-yl)benzamide